2',2'''-(propane-1,3-diylbis(oxy))bis(3-(2,7-bis(dimethyl(phenyl)silyl)-9H-carbazol-9-yl)-5'-fluoro-3'-methyl-5-(2,4,4-trimethylpentan-2-yl)-[1,1'-biphenyl]-2-ol) C(CCOC1=C(C=C(C=C1C)F)C=1C(=C(C=C(C1)C(C)(CC(C)(C)C)C)N1C2=CC(=CC=C2C=2C=CC(=CC12)[Si](C1=CC=CC=C1)(C)C)[Si](C1=CC=CC=C1)(C)C)O)OC1=C(C=C(C=C1C)F)C=1C(=C(C=C(C1)C(C)(CC(C)(C)C)C)N1C2=CC(=CC=C2C=2C=CC(=CC12)[Si](C1=CC=CC=C1)(C)C)[Si](C1=CC=CC=C1)(C)C)O